(S)-2-(1-(2-(2-methylazetidin-1-yl)-6-(trifluoromethyl)pyrimidin-4-yl)piperidin-4-yl)acetic acid C[C@@H]1N(CC1)C1=NC(=CC(=N1)N1CCC(CC1)CC(=O)O)C(F)(F)F